C(CCCCCCCCCCCCC)N(C(C)=O)CCCCCCCCCCCCCC N,N-bis-tetradecylacetamide